ClC=1OC(=C(N1)C(=O)OCC)CCF ethyl 2-chloro-5-(2-fluoroethyl)oxazole-4-carboxylate